5-fluoro-N-isopropyl-N-methyl-2-(3-(1-(2-methylbenzyl)piperidin-4-yl)-1H-pyrrolo[2,3-c]pyridin-1-yl)benzamide FC=1C=CC(=C(C(=O)N(C)C(C)C)C1)N1C=C(C=2C1=CN=CC2)C2CCN(CC2)CC2=C(C=CC=C2)C